3-oxo-9-azabicyclo[3.3.1]nonane-9-carboxylic acid tert-butyl ester C(C)(C)(C)OC(=O)N1C2CC(CC1CCC2)=O